FC=1C=C(C(=NC1)C1=CC(=CN1C)C(=O)OC)O methyl 5-(5-fluoro-3-hydroxypyridin-2-yl)-1-methyl-1H-pyrrole-3-carboxylate